N-methyl-2-nitroaniline CNC1=C(C=CC=C1)[N+](=O)[O-]